N-((5,6,7,8-tetrahydro-4H-pyrazolo[1,5-a][1,4]diazepin-2-yl)methyl)methanesulfonamide N1=C(C=C2N1CCCNC2)CNS(=O)(=O)C